(R)-4-(1-(dimethylamino)ethyl)-N'-((1,2,3,5,6,7-hexahydro-s-indacen-4-yl)carbamoyl)benzenesulfonimidamide CN(C(C)C1=CC=C(C=C1)[S@@](=O)(N)=NC(NC1=C2CCCC2=CC=2CCCC12)=O)C